FC1=CC=C(C(=O)N2[C@@H](C=3N(CC2)C(=NC3N3C[C@@H](CC3=O)NC(OC(C)(C)C)=O)C3=NC(=NS3)C)C)C=C1 Tert-butyl {(R)-1-[(R)-7-(4-fluorobenzoyl)-8-methyl-3-(3-methyl-1,2,4-thiadiazol-5-yl)-5,6,7,8-tetrahydroimidazo[1,5-a]pyrazin-1-yl]-5-oxopyrrolidin-3-yl}carbamate